C(C)(C)(C)O.[F] fluorine tertiary butanol